NC=1OC(=C(C2(C1C#N)C(NC1=CC=C(C=C12)Br)=O)C(C1=CC=CC=C1)=O)C amino-5'-benzoyl-5-bromo-6'-methyl-2-oxospiro[indoline-3,4'-pyran]-3'-carbonitrile